4-((2S,4S)-2-((difluoromethoxy)methyl)-4-(4-(trifluoromethyl)phenoxy)pyrrolidin-1-yl)-N-((R)-1-(4-(ethylsulfonyl)phenyl)-2-hydroxyethyl)benzamide FC(OC[C@H]1N(C[C@H](C1)OC1=CC=C(C=C1)C(F)(F)F)C1=CC=C(C(=O)N[C@@H](CO)C2=CC=C(C=C2)S(=O)(=O)CC)C=C1)F